(2R,4r,6S)-6-(4-(2,7-diazaspiro[3.5]nonane-7-carbonyl)phenyl)-7-((5-methoxy-7-methyl-1H-indol-4-yl)methyl)-7-azaspiro[3.5]nonane-2-carbonitrile C1NCC12CCN(CC2)C(=O)C2=CC=C(C=C2)[C@@H]2CC1(CC(C1)C#N)CCN2CC2=C1C=CNC1=C(C=C2OC)C